pyrroline-2,5-dione N1C(CCC1=O)=O